(4-(5-fluoro-4-((methoxymethyl)oxy)pyrimidin-2-yl)cyclohex-3-enyl)acetaldehyde FC=1C(=NC(=NC1)C1=CCC(CC1)CC=O)OCOC